6-(2-((4-cyclopropyl-1-(2,6-dichlorophenyl)-1H-pyrazol-5-yl)methylene)-7-azaspiro[3.5]non-7-yl)nicotinic acid C1(CC1)C=1C=NN(C1C=C1CC2(C1)CCN(CC2)C2=NC=C(C(=O)O)C=C2)C2=C(C=CC=C2Cl)Cl